3-azabicyclo[3.1.0]hexane-6-carboxamide C12CNCC2C1C(=O)N